3-[2-Methyl-4-(4-methyl-1,2,4-triazol-3-yl)pyrazol-3-yl]aniline CN1N=CC(=C1C=1C=C(N)C=CC1)C1=NN=CN1C